potassium benzene-1,3-disulfonate C1(=CC(=CC=C1)S(=O)(=O)[O-])S(=O)(=O)[O-].[K+].[K+]